S1N=C(C2=C1C=CC=C2)N2CCN(CC2)CCN2C(C=1N(C=C2)N=CC1C)=O 5-[2-(4-benzo[d]isothiazol-3-yl-piperazin-1-yl)-ethyl]-3-methyl-5H-pyrazolo[1,5-a]pyrazin-4-one